CN1N=CC=C1C(=O)N=C=S 1-methyl-1H-pyrazole-5-carbonyl isothiocyanate